Cl.Br hydrogen bromide Hydrochloride